N-[[[(2-mercaptoethyl)amino]carbonyl]methyl]-N-(2-mercaptoethyl)-6-aminohexadecanoic acid SCCNC(=O)CN(C(CCCCC(=O)O)CCCCCCCCCC)CCS